NC=1C(=NC=CC1)C(=O)OC methyl 3-aminopicolinate